C(C1=CC=CC=C1)OC(=O)N[C@H]1COC2=C(C1)C(=C(C(=C2)N2CC1CCC(C2)N1C(=O)OC(C)(C)C)F)F tert-butyl 3-[(3R)-3-[[(benzyloxy) carbonyl] amino]-5,6-difluoro-3,4-dihydro-2H-1-benzopyran-7-yl]-3,8-diazabicyclo[3.2.1]octane-8-carboxylate